(Z)-tert-butyl 2-(N-((6-(4-(N'-hydroxycarbamimidoyl)-[1,1'-biphenyl]-3-yl)pyridin-3-yl)methyl)pentanamido)-3-methylbutanoate O\N=C(/N)\C1=C(C=C(C=C1)C1=CC=CC=C1)C1=CC=C(C=N1)CN(C(CCCC)=O)C(C(=O)OC(C)(C)C)C(C)C